C1(CCCCC1)OC1=NC=CC=C1C=1C(=CC(=C(C1)NC(=O)C1=CNC(C=C1C(F)(F)F)=O)N1C[C@H](N([C@H](C1)C)C)C)F |r| N-[5-(2-cyclohexyloxypyridin-3-yl)-4-fluoro-2-[rac-(3R,5S)-3,4,5-trimethylpiperazin-1-yl]phenyl]-6-oxo-4-(trifluoromethyl)-1H-pyridine-3-carboxamide